ClC=1C(NN=CC1N1CC=2N(CC1)C(=CN2)C(OC)C2=C(C=CC(=C2)F)Cl)=O 4-Chloro-5-(3-((2-chloro-5-fluorophenyl)(methoxy)methyl)-5,6-dihydroimidazo[1,2-a]pyrazin-7(8H)-yl)pyridazin-3(2H)-one